2-(3-oxo-2-phenyl-2,3-dihydropyridazin-4-yl)acetic acid methyl ester COC(CC=1C(N(N=CC1)C1=CC=CC=C1)=O)=O